FC(COC1=NC=CC(=C1)[C@H](C(F)F)OC1=NN(C2=NN=C(C=C21)C=2C(NC(NN2)=O)=O)C)F 6-[3-[(1R)-1-[2-(2,2-difluoroethoxy)-4-pyridyl]-2,2-difluoro-ethoxy]-1-methyl-pyrazolo[3,4-c]pyridazin-5-yl]-2H-1,2,4-triazine-3,5-dione